CC(C)(CC(CCCC)(O)C)O 2,4-dimethyl-2,4-octanediol